1-(4-(pyridin-4-yl)-3,4-dihydroquinoxaline-1(2H)-yl)-3-(pyrrolidin-1-yl)propan-1-one N1=CC=C(C=C1)N1CCN(C2=CC=CC=C12)C(CCN1CCCC1)=O